C(=O)(OC(C)(C)C)N1CCC(CC1)F 1-Boc-4-fluoropiperidine